1,8-bis(dimethoxysilyl)octane 2-methylpropyl-(3S)-1-[(2S)-3-(5-bromo-1-methyl-1,2,4-triazol-3-yl)-2-[(tert-butoxycarbonyl)amino]propanoyl]-1,2-diazinane-3-carboxylate CC(COC(=O)[C@H]1NN(CCC1)C([C@H](CC1=NN(C(=N1)Br)C)NC(=O)OC(C)(C)C)=O)C.CO[SiH](CCCCCCCC[SiH](OC)OC)OC